FC(C(O)[C@@H]1[C@H]2CC[C@@H](CN1)N2C(=O)OC(C)(C)C)(F)F tert-Butyl (1R,2S,5S)-2-(2,2,2-trifluoro-1-hydroxyethyl)-3,8-diazabicyclo[3.2.1]octane-8-carboxylate